7-cyclopentyl-N,N-dimethyl-2-[[5-[4-(4-piperidinyl)-1-piperidinyl]-2-pyridinyl]amino]pyrrolo[2,3-d]pyrimidine-6-carboxamide C1(CCCC1)N1C(=CC2=C1N=C(N=C2)NC2=NC=C(C=C2)N2CCC(CC2)C2CCNCC2)C(=O)N(C)C